IC1=C(C=CC2=C1CC(C=1C(=NC=NC21)N)(C)C)OC 7-iodo-8-methoxy-5,5-dimethyl-6H-benzo[H]quinazolin-4-amine